C1(=CC=CC=C1)N1C(=NC2=C1C=CC=C2)C=2C=C(C=CC2)N2C1=CC=CC=C1OC=1C=CC=CC21 10-(3-(1-phenyl-1H-benzo[d]imidazole-2-yl)phenyl)-10H-phenoxazine